BrC1=CC=2N=C(NC(C2N=C1)=O)CC(=O)N (7-bromo-4-oxo-3,4-dihydropyrido[3,2-d]pyrimidin-2-yl)acetamide